(R)-4-(4-hydroxybenzyl)-5-oxo-3-(3-phenylpropyl)-imidazolidin OC1=CC=C(C[C@H]2N(CNC2=O)CCCC2=CC=CC=C2)C=C1